3-trifluoromethylsulfonylthiophene-1,1-dioxide FC(S(=O)(=O)C1=CS(C=C1)(=O)=O)(F)F